5-(3,6-dihydro-2H-pyran-4-yl)-2-methylthiazole-4-carboxylic acid methyl ester COC(=O)C=1N=C(SC1C=1CCOCC1)C